7-bromo-4,5-difluoro-1-tosyl-1H-indole BrC=1C=C(C(=C2C=CN(C12)S(=O)(=O)C1=CC=C(C)C=C1)F)F